CN(C1=NN=C(C=2CCCCC12)C1=C(C=C(C=C1)C(F)(F)F)O)[C@H]1CN(CCC1)C 2-(4-{methyl-[(3R)-1-methylpiperidin-3-yl]amino}-5,6,7,8-tetrahydrophthalazin-1-yl)-5-(trifluoromethyl)phenol